CCCCCCCCCCCCCCCC(=O)OC[C@@H]1[C@H]([C@@H]([C@](O1)(CO)O[C@@H]2[C@@H]([C@H]([C@@H]([C@H](O2)CO)O)O)O)O)OC(=O)CCCCCCCCCCCCCCC sucrose dipalmitate